tert-butyl 2-(4-cyclopropoxyphenyl)-6-(morpholin-4-ylmethyl)-3-oxo-1-({[2-(pyrimidin-2-yl)phenyl]methyl}carbamoyl)-5H,6H,8H-imidazo[1,5-a]pyrazine-7-carboxylate C1(CC1)OC1=CC=C(C=C1)N1C(N2C(CN(C(C2)CN2CCOCC2)C(=O)OC(C)(C)C)=C1C(NCC1=C(C=CC=C1)C1=NC=CC=N1)=O)=O